ClC1=CC=CC(=N1)C1=NC=CC2=C1N(C(=N2)C)C[C@H](CN(C(OC(C)(C)C)=O)C)OC tert-butyl N-[(2R)-3-[4-(6-chloro-2-pyridyl)-2-methyl-imidazo[4,5-c]pyridin-3-yl]-2-methoxy-propyl]-N-methyl-carbamate